CC1(CCC=C(C1)CCCC=C)C 1-(5,5-dimethyl-1-cyclohexene-1-yl)-4-pentene